C(C)C=1C(NC=2C=C(C=NC2C1)CN1C2CN(C(C1)CC2)C=2C=CC(=NC2C)C(=O)NC)=O 5-(5-((7-ethyl-6-oxo-5,6-dihydro-1,5-naphthyridin-3-yl)methyl)-2,5-diazabicyclo[2.2.2]octan-2-yl)-N,6-dimethylpicolinamide